6-(3-fluoro-4-(1-phenylethoxy)phenyl)-4-(1,2,3,6-tetrahydropyridin-4-yl)-7H-pyrrolo[2,3-d]pyrimidine FC=1C=C(C=CC1OC(C)C1=CC=CC=C1)C1=CC2=C(N=CN=C2C=2CCNCC2)N1